C(C)C1=CC=C(C(=C(C(=O)OC=C)C#N)C2=CC=CC=C2)C=C1 vinyl 4-ethyl-α-cyano-β-phenylcinnamate